Triethylsilan-Eugenol C=1(C(O)=CC=C(CC=C)C1)OC.C(C)[SiH](CC)CC